N-[[2-(6-fluoro-2-pyridyl)-3-methyl-1H-indol-5-yl]methyl]-4-methyl-pyrimidine-5-carboxamide FC1=CC=CC(=N1)C=1NC2=CC=C(C=C2C1C)CNC(=O)C=1C(=NC=NC1)C